C(C)C1=C(C=CC(=C1)F)C=1CCC(N1)C 5-(2-ethyl-4-fluorophenyl)-2-methyl-3,4-dihydro-2H-pyrrole